FC1=C(OCCOCCOCCOCCNC2=C3C(N(C(C3=CC=C2)=O)C2C(NC(CC2)=O)=O)=O)C(=CC=C1F)C=1N=C(SC1)N1CCOCC1 4-((2-(2-(2-(2-(2,3-difluoro-6-(2-morpholinothiazol-4-yl)phenoxy)ethoxy)ethoxy)ethoxy)ethyl)amino)-2-(2,6-dioxopiperidin-3-yl)isoindoline-1,3-dione